C(C)(C)N1N=C(C=C1C1[C@H]2CC(C[C@@H]12)N1CCOCC1)C1=NC(=CN=C1)C(F)(F)F 4-((1R,3r,5S,6r)-6-(1-isopropyl-3-(6-(trifluoromethyl)pyrazin-2-yl)-1H-pyrazol-5-yl)bicyclo[3.1.0]hexane-3-yl)morpholine